9-fluoro-8-hydroxy-2,3-dihydro-1H-phenalen-1-one FC1=C(C=C2C=CC=C3CCC(C1=C32)=O)O